C1(=CC=CC=C1)CCCC(C1=CC=C(C=C1)OCC1=NC2=CC=CC=C2C=C1)SCC(=O)O ((4-Phenyl-1-(4-(2-quinolinylmethoxy)phenyl)butyl)thio)acetic acid